C(C1=CC=CC=C1)C1=C(O[C@@H]2CN(CC2)CC(=O)N2[C@@H](CCC2)C#N)C=CC=C1 (S)-1-(2-((S)-3-(2-benzylphenoxy)pyrrolidin-1-yl)acetyl)pyrrolidine-2-carbonitrile